C(C1=CC=CC=C1)OCC(CC1=NN=C(N1)C(F)F)O[Si](C)(C)C(C)(C)C 3-(Benzyloxymethyl-2-(tert-butyldimethylsilyloxy)ethyl)-5-(difluoromethyl)-4H-1,2,4-triazole